C(\C=C/C(=O)[O-])(=O)OCC=CCO (4-hydroxy-2-butenyl) maleate